NC=1NC2=C(C=C(C=C2C1C#N)F)OC 2-amino-5-fluoro-7-methoxy-1H-indole-3-carbonitrile